5-Amino-3-[4-([[5-(2,2-dimethylpropyl)-1,2-thiazol-3-yl]carbamoyl]methyl)phenyl]-1-isopropylpyrazole-4-carboxamide NC1=C(C(=NN1C(C)C)C1=CC=C(C=C1)CC(NC1=NSC(=C1)CC(C)(C)C)=O)C(=O)N